1,6-dihydropyridazine-3-carboxamide N1N=C(C=CC1)C(=O)N